(7S,8R)-2-chloro-7,8-dimethyl-7,8-dihydro-5H-pyrano[4,3-b]pyridin-5-one ClC1=CC=C2C(=N1)[C@H]([C@@H](OC2=O)C)C